NC1=CC=C(C=C1)[C@@]12CCN(C[C@H]2C1(F)F)C(=O)OC(C)(C)C tert-butyl (1S,6S)-6-(4-aminophenyl)-7,7-difluoro-3-azabicyclo[4.1.0]heptane-3-carboxylate